trans-N-(4-Fluoro-3-methylphenyl)-2-methyl-7-(5-methyloxazol-4-carbonyl)-5,5a,6,7,8,9,9a,10-octahydro-2H-pyrido[3,4-f]pyrrolo[3,4-b][1,4,5]oxathiazocin-1-carboxamid-4,4-dioxid FC1=C(C=C(C=C1)NC(=O)C=1N(C=C2C1OC[C@H]1[C@H](NS2(=O)=O)CN(CC1)C(=O)C=1N=COC1C)C)C